di(2-nitrophenyl)iodonium [N+](=O)([O-])C1=C(C=CC=C1)[I+]C1=C(C=CC=C1)[N+](=O)[O-]